N-[(6-amino-1,5-naphthyridin-3-yl)methyl]-N-(1,1-dioxo-2,3-dihydro-1λ6-benzothiophen-7-yl)pyridine-3-carboxamide NC=1N=C2C=C(C=NC2=CC1)CN(C(=O)C=1C=NC=CC1)C1=CC=CC=2CCS(C21)(=O)=O